methacryloyl-oxymethyl-tris(trimethylsiloxy)silane C(C(=C)C)(=O)OC[Si](O[Si](C)(C)C)(O[Si](C)(C)C)O[Si](C)(C)C